BrC=1N=C2C=CC(NC2=CC1)=O 6-bromo-1H-1,5-naphthyridin-2-one